FC1=C(C=CC(=C1)F)N1N=C(C(C1(C(=O)OC)C)C=1SC(=CC1)C)C1=CC=C(C=C1)F methyl 1-(2,4-difluorophenyl)-3-(4-fluorophenyl)-5-methyl-4-(5-methyl-thiophen-2-yl)-4,5-dihydro-1H-pyrazole-5-carboxylate